ethyl 3-[(tert-butoxycarbonylamino)methyl]-5-isopropyl-4H-1,2-oxazole-5-carboxylate C(C)(C)(C)OC(=O)NCC1=NOC(C1)(C(=O)OCC)C(C)C